CN1N=CC=C1C1=CC(=NC2=C(N=CC=C12)C1=CC=NN1)N1CCOCC1 4-(1-methyl-1H-pyrazol-5-yl)-2-(morpholin-4-yl)-8-(1H-pyrazol-5-yl)-1,7-naphthyridine